C(CCCCCC)OCC(O)CO 1-heptylglycerol